O1COC2=C1C=CC(=C2)CNC(CCCN2C(N(C1=CC=CC=C1C2=O)CC(=O)NC2=CC(=CC=C2)Cl)=O)=O N-(1,3-benzodioxole-5-ylmethyl)-4-[1-[2-[(3-chlorophenyl)amino]-2-oxoethyl]-2,4-dioxoQuinazoline-3-yl]Butanamide